3-(4-(8-Chloro-7-((7-fluoro-2-methyl-1-((2-(trimethylsilyl)ethoxy)methyl)-1H-benzo[d]imidazol-6-yl)oxy)quinoxalin-2-yl)-1H-pyrazol-1-yl)-1-methylcyclobutanol ClC=1C(=CC=C2N=CC(=NC12)C=1C=NN(C1)C1CC(C1)(O)C)OC=1C=CC2=C(N(C(=N2)C)COCC[Si](C)(C)C)C1F